CN1CCN(CC1)C1=CC=C(C=N1)NC=1N=CC2=C(N1)NC=C2C2=CC1=C(C(NCCO1)=O)C=C2 8-(2-((6-(4-methylpiperazin-1-yl)pyridin-3-yl)amino)-7H-pyrrolo[2,3-d]pyrimidin-5-yl)-3,4-dihydrobenzo[f][1,4]oxazepin-5(2H)-one